(S)-3-(cyanomethyl)piperazine-1-carboxylate C(#N)C[C@H]1CN(CCN1)C(=O)[O-]